FC=1C=CC(=C(C1)C(C(=O)OCC)N1C(C2=CC(=CC=C2C1)C1=CC=C(C=C1)C1CCN(CC1)C)=O)OCOC ethyl 2-[5-fluoro-2-(methoxymethoxy)phenyl]-2-[6-[4-(1-methyl-4-piperidyl)phenyl]-1-oxo-isoindolin-2-yl]acetate